[(2R,3S)-7-(7-Cyclopropyl-6-isopropyl-furo[2,3-b]pyrazin-2-yl)-3-isobutyl-3,4,5,6-tetrahydro-2H-azepin-2-yl]methanol C1(CC1)C1=C(OC2=NC=C(N=C21)C=2CCC[C@H]([C@@H](N2)CO)CC(C)C)C(C)C